2-[(S)-8-((R)-3-Methylmorpholin-4-yl)-6-oxo-2-trifluoromethyl-3,4-dihydro-2H,6H-pyrimido[1,2-a]pyrimidin-1-yl]acetamide C[C@H]1N(CCOC1)C=1N=C2N(CC[C@H](N2CC(=O)N)C(F)(F)F)C(C1)=O